C(C)(C)(C)OC1=CC=C(C[C@H](N)C(=O)O)C=C1 O-tertiary butyl-L-tyrosine